(R)-4-((2-acetamidoethyl)amino)-N-(2,2'-dichloro-3'-(5-(((2-hydroxyethyl)amino)methyl)picolinamido)-[1,1'-biphenyl]-3-yl)-4,5,6,7-tetrahydropyrazolo[1,5-a]pyridine-2-carboxamide C(C)(=O)NCCN[C@H]1C=2N(CCC1)N=C(C2)C(=O)NC=2C(=C(C=CC2)C2=C(C(=CC=C2)NC(C2=NC=C(C=C2)CNCCO)=O)Cl)Cl